O1[C@H](COC2=NC=CC=C21)CNC(=O)C2=C(C1=C(CCC3=CN(N=C13)CC1=NC(=CC=C1)C)O2)C N-[(2S)-2,3-Dihydro[1,4]dioxino[2,3-b]pyridin-2-ylmethyl]-8-methyl-2-[(6-methylpyridin-2-yl)methyl]-4,5-dihydro-2H-furo[2,3-g]indazol-7-carboxamid